ClC=1C=CC2=C(N(C=3N=C(C=CC3C2=O)N(C)C)CC(=O)[O-])C1SC.[Na+] sodium 2-(8-chloro-2-(dimethylamino)-9-(methylthio)-5-oxobenzo[b][1,8]naphthyridin-10(5H)-yl)acetate